N-((2R,3S)-1-(4-hydroxypyridin-2-yl)-2-((((CIS)-4-phenylcyclohexyl)oxy)methyl)pyrrolidin-3-yl)methanesulfonamide OC1=CC(=NC=C1)N1[C@H]([C@H](CC1)NS(=O)(=O)C)CO[C@@H]1CC[C@@H](CC1)C1=CC=CC=C1